NC1=C(C=C(C=N1)C=1C=NN(C1)C1CCN(CC1)C(CCCCCCC(=O)NC1=C2CN(C(C2=CC=C1)=O)C1C(NC(CC1)=O)=O)=O)O[C@H](C)C1=C(C(=CC=C1Cl)F)Cl 8-(4-(4-(6-amino-5-((R)-1-(2,6-dichloro-3-fluorophenyl)ethoxy)pyridin-3-yl)-1H-pyrazol-1-yl)piperidin-1-yl)-N-(2-(2,6-dioxopiperidin-3-yl)-1-oxoisoindolin-4-yl)-8-oxooctanamide